C(C)C=1N=C(NC1)C1=C(C=CC(=C1)OC)O 4(s)-ethyl-2-(2-hydroxy-5-methoxyphenyl)imidazole